FC1=C(C=CC(=N1)C(=O)NC)O[C@@H]1[C@H](N(C1)CC=1C(=C2NC(C(=NC2=CC1)C)=O)F)C 6-fluoro-5-{[(2R,3S)-1-[(5-fluoro-2-methyl-3-oxo-4H-quinoxalin-6-yl)methyl]-2-methylazetidin-3-yl]oxy}-N-methylpyridine-2-carboxamide